3-chloro-2-(meth-ylamino)-5-(tri-fluoromethyl)-benzonitrile ClC=1C(=C(C#N)C=C(C1)C(F)(F)F)NC